CC=1N=C2N(CC1CCCl)C=CC=C2 2-methyl-3-(2-chloroethyl)-pyrido[1,2-a]pyrimidine